4-fluoro-5-vinyl-1,3-dioxol-2-one FC=1OC(OC1C=C)=O